N5-(2-Hydroxyethoxy-1,1,2,2-d4)-N4-(2,3,5,6-tetrafluoro-3'-(methoxy-d3)-[1,1'-bi-phenyl]-4-yl)thiazole-4,5-dicarboxamide OC(C(ONC(=O)C1=C(N=CS1)C(=O)NC1=C(C(=C(C(=C1F)F)C1=CC(=CC=C1)OC([2H])([2H])[2H])F)F)([2H])[2H])([2H])[2H]